(S)-11-cyclopentyl-4-ethyl-8-fluoro-4-hydroxy-9-((S)-1-hydroxyethyl)-1,12-dihydro-14H-pyrano[3',4':6,7]indolizino[2,1-b]quinoline-3,6,14(4H,11H)-trione C1(CCCC1)N1C2=C(C(C3=CC(=C(C=C13)[C@H](C)O)F)=O)C1=CC3=C(C(N1C2)=O)COC([C@]3(O)CC)=O